1-(2-([1,1'-biphenyl]-4-ylethynyl)phenyl)-3-methylbutan-2-en-1-ol C1(=CC=C(C=C1)C#CC1=C(C=CC=C1)C(C=C(C)C)O)C1=CC=CC=C1